CC(C(=O)O)CC(CCCCCCCCCC)C 2,4-dimethyltetradecanoic acid